COC(/C=C/CN1CCOC2(C1)CCN(CC2)C(=O)OC(C)(C)C)=C=O tert-butyl (E)-4-(4-methoxy-4-carbonylbut-2-en-1-yl)-1-oxa-4,9-diazaspiro[5.5]undecane-9-carboxylate